BrC=1C(=C2C3=C(C(=C(C4=C(C(=C(C(C=5C=CC=C(C1)C25)=C43)O)O)O)O)Br)Br)Br tetrabromo-tetrahydroxyperylene